NC1=C(C=CC(=C1)Cl)C(=O)N1CCC(CC1)C=1C(=CN=C2NC(=NC12)C1CNCCC1)F (2-amino-4-chlorophenyl){4-[6-fluoro-2-(3-piperidyl)-3H-1,3,4-triazainden-7-yl]-1-piperidyl}methanone